2-methoxyacetic acid COCC(=O)O